COC(=O)C=1C=C(C2=C(N=C(O2)C2=NC=CC(=C2)C2=C(C=C(C=C2)F)C2=NN=CN2C)C1)C(F)(F)F 2-{4-[4-fluoro-2-(4-methyl-1,2,4-triazol-3-yl)phenyl]Pyridin-2-yl}-7-(trifluoromethyl)-1,3-benzoxazole-5-carboxylic acid methyl ester